5-(4,5-Dichloro-2-isopropyl-benzyl)-pyrimidine-2,4-diamine ClC1=CC(=C(CC=2C(=NC(=NC2)N)N)C=C1Cl)C(C)C